3-(4-tert-butyl-phenyl)propane-1,3-dione C(C)(C)(C)C1=CC=C(C=C1)C(CC=O)=O